CN1N=NC2=C1C=CC(=C2C)C(C(C(=O)OC)(C)C)C2=CC(=C(C=C2)C)CN2C[C@H](OC1=C(C=C3C=NNC3=C1)C2)CC methyl 3-(1,4-dimethyl-1H-benzo[d][1,2,3]triazol-5-yl)-3-(3-(((R)-8-ethyl-1,5,7,8-tetrahydro-6H-[1,4]oxazepino[6,7-f]indazol-6-yl) methyl)-4-methylphenyl)-2,2-dimethylpropionate